(3'-(9,9-dimethyl-9H-fluoren-2-yl)-[1,1'-biphenyl]-3-yl)-4,6-diphenyl-1,3,5-triazine CC1(C2=CC=CC=C2C=2C=CC(=CC12)C=1C=C(C=CC1)C1=CC(=CC=C1)C1=NC(=NC(=N1)C1=CC=CC=C1)C1=CC=CC=C1)C